tert-Butyl (Z)-(4-(N'-hydroxycarbamimidoyl)benzyl)(3-(trifluoromethyl)phenyl)carbamate O\N=C(/N)\C1=CC=C(CN(C(OC(C)(C)C)=O)C2=CC(=CC=C2)C(F)(F)F)C=C1